(2R,3S,4S,5R)-3-(3,4-difluoro-2-methoxyphenyl)-N-(2-(hydroxymethyl)pyrimidin-5-yl)-4,5-dimethyl-5-(trifluoromethyl)tetrahydrofuran-2-carboxamide FC=1C(=C(C=CC1F)[C@H]1[C@@H](O[C@]([C@H]1C)(C(F)(F)F)C)C(=O)NC=1C=NC(=NC1)CO)OC